4-methyl-phenyl-ethyl-amine CC1=CC=C(C=C1)NCC